(S)-2-((2-fluoro-4-((3-nitrobenzyl)sulfonyl)phenyl)thio)-5-methoxy-N-(5-methyl-1H-pyrazol-3-yl)-6-(3-methylmorpholino)pyrimidin-4-amine FC1=C(C=CC(=C1)S(=O)(=O)CC1=CC(=CC=C1)[N+](=O)[O-])SC1=NC(=C(C(=N1)NC1=NNC(=C1)C)OC)N1[C@H](COCC1)C